(3r,4r)-1-(1-((5-chloro-2-pyridinyl)methyl)-5-fluoro-1H-benzoimidazol-2-yl)-4-fluoro-3-piperidinamine ClC=1C=CC(=NC1)CN1C(=NC2=C1C=CC(=C2)F)N2C[C@H]([C@@H](CC2)F)N